tetramethylthiuronium CN(C(=[N+](C)C)S)C